(5-fluoro-2-((4-fluorobenzyl)oxy)benzyl)-1-methylpiperidin-4-amine FC=1C=CC(=C(CC2N(CCC(C2)N)C)C1)OCC1=CC=C(C=C1)F